6-(5-ISOPROPYL-1H-PYRAZOL-1-YL)-N-(1-(2-METHOXYETHYL)-1H-INDAZOL-7-YL)PYRIDINE-3-SULFONAMIDE C(C)(C)C1=CC=NN1C1=CC=C(C=N1)S(=O)(=O)NC=1C=CC=C2C=NN(C12)CCOC